(S)-2-(((benzyloxy)carbonyl)amino)-4-((tert-butyldimethylsilyl)oxy)butanoic acid C(C1=CC=CC=C1)OC(=O)N[C@H](C(=O)O)CCO[Si](C)(C)C(C)(C)C